O.Cl.N[C@@H](CC(=O)N1CC=2N(CC1)C(=NN2)C(F)(F)F)CC2=C(C=C(C(=C2)F)F)F 7-[(3R)-3-amino-1-oxo-4-(2,4,5-trifluorophenyl)butyl]-5,6,7,8-tetrahydro-3-(trifluoromethyl)-1,2,4-triazolo[4,3-a]pyrazine hydrochloride monohydrate